COC=1C=C(C=C(C1)OC)Br 3,5-dimethoxy-1-bromobenzene